2-[acetyl-(2-fluorobenzyl)amino]-6-hydroxy-N-methyl-1-benzothiophene-3-carboxamide C(C)(=O)N(C=1SC2=C(C1C(=O)NC)C=CC(=C2)O)CC2=C(C=CC=C2)F